C1(=CC=CC=C1)C(C(C(C)=O)=O)=O phenyl-dioxobutan-2-one